FC1(C[C@H](N2N=C(N=C21)C(=O)[C@@H]2[C@H](C2)F)C2=CC=CC=C2)F [(5S)-7,7-difluoro-5-phenyl-5,6-dihydropyrrolo[1,2-b][1,2,4]triazol-2-yl]-[(1R,2S)-2-fluorocyclopropyl]methanone